C(C1=CC=CC=C1)C(C(=O)O)(C(=O)O)OC[C@H]1O[C@H]([C@@H]([C@@]1(O)C#C)O)N1C2=NC(=NC(=C2N=C1)N(C)C(C)C)Cl 2-benzyl-2-(((2R,3S,4R,5R)-5-(2-chloro-6-(isopropyl-(methyl)amino)-9H-purin-9-yl)-3-ethynyl-3,4-dihydroxytetrahydrofuran-2-yl)methoxy)malonic acid